ClC1CC=2C(C3=CC=C(C=C3C(C2CC1)=O)C)=O 2-chloro-6-methyl-1,2,3,4-tetrahydro-9,10-anthraquinone